N[C@@H](CC(=O)N)C (R)-3-aminobutanamide